N-(5-Cyano-4-(((1R,2S)-2-methoxycyclobutyl)amino)pyridin-2-yl)-7-formyl-6-(((S)-3-methoxy-2-carbonylpyrrolidin-1-yl)methyl)-3,4-dihydro-1,8-naphthyridin-1(2H)-carboxamide C(#N)C=1C(=CC(=NC1)NC(=O)N1CCCC2=CC(=C(N=C12)C=O)CN1C([C@H](CC1)OC)=C=O)N[C@H]1[C@H](CC1)OC